FC1(CN(C1)C(=O)N[C@H](C(=O)N1[C@@H]([C@H]2C([C@H]2C1)(C)C)C(=O)O)C(C)(C)C)C (1R,2S,5S)-3-[(2S)-2-[(3-fluoro-3-methyl-azetidine-1-carbonyl)amino]-3,3-dimethyl-butanoyl]-6,6-dimethyl-3-azabicyclo[3.1.0]hexane-2-carboxylic acid